3-[8-[(4S)-3,3-difluoro-4-piperidyl]-2,3-dihydro-1,4-benzoxazin-4-yl]piperidine-2,6-dione FC1(CNCC[C@H]1C1=CC=CC=2N(CCOC21)C2C(NC(CC2)=O)=O)F